CC=1C=CC=C2C(=CN(C12)[Si](C(C)C)(C(C)C)C(C)C)B(O)O 7-METHYL-1-(TRIISOPROPYLSILYL)-1H-INDOL-3-YLBORONIC ACID